N-(3-(4-bromo-3-fluoro-1H-pyrazol-1-yl)phenyl)acrylamide 2-hydroxyethyl-phosphate tributylamine salt C(CCC)N(CCCC)CCCC.OCCOP(=O)(O)O.BrC=1C(=NN(C1)C=1C=C(C=CC1)NC(C=C)=O)F